BrC1=CC=C(C=C1)NC(C[N+]1=CC2=CC=CC=C2C=C1)=O 2-(2-((4-bromophenyl)amino)-2-oxoethyl)isoquinolin-2-ium